(1-((allyloxy)methyl)cyclopropoxy)triisopropylsilane C(C=C)OCC1(CC1)O[Si](C(C)C)(C(C)C)C(C)C